Cyclohexyl-2-aminoethanesulfonic acid C1(CCCCC1)C(CN)S(=O)(=O)O